(6aS)-N-(2,4-difluorobenzyl)-11-hydroxy-1,10-dioxo-1,3,4,5,6,7,8,10-octahydro-2,6a-methano[1,4]diazonino[9,1,2-cd]indolizine-9-carboxamide FC1=C(CNC(=O)C=2C(C(=C3N4[C@]5(CCC24)CCCCN(C3=O)C5)O)=O)C=CC(=C1)F